FC(C(F)(F)F)OC(C(F)F)F 1,2,2-trifluoroethyl 1,2,2,2-tetrafluoroethyl ether